CC1=C(C=C(C(=O)NC2=CC(=CC=C2)C(F)(F)F)C=C1)[C@@H]1CN(CC1)C=1C=NC=CC1 (R)-4-methyl-3-(1-(pyridin-3-yl)pyrrolidin-3-yl)-N-(3-(trifluoromethyl)phenyl)benzamide